(R)-N-(1-(3-fluorophenyl)piperidin-3-yl)-5-morpholino-1,2,4-thiadiazol-3-amine FC=1C=C(C=CC1)N1C[C@@H](CCC1)NC1=NSC(=N1)N1CCOCC1